FC=1C=C(OC=2N=CC(=NC2)NC([C@H](C)N2CC(N(CC2)C(=O)C2=CC=[N+](C=C2)[O-])(C)C)=O)C=CC1F (S)-4-(4-(1-((5-(3,4-difluorophenoxy)pyrazin-2-yl)amino)-1-oxopropan-2-yl)-2,2-dimethylpiperazine-1-carbonyl)pyridine 1-oxide